BrC=1C=C(C=CC1)C1(CC1)NC(O)=O.N1=C(C=CC=C1)NC1=CC=CC=C1 pyridyl-aniline [1-(3-bromophenyl)cyclopropyl]carbamate